3-trifluoromethyl-N-(6-oxo-1-phenyl-1,6-dihydropyridin-3-yl)benzamide FC(C=1C=C(C(=O)NC2=CN(C(C=C2)=O)C2=CC=CC=C2)C=CC1)(F)F